3-((6-(5-(((6-azaspiro[3.4]octane-6-carbonyl)oxy)methyl)-1-methyl-1H-1,2,3-triazol-4-yl)pyridin-3-yl)oxy)cyclohexane-1-carboxylic acid C1CCC12CN(CC2)C(=O)OCC2=C(N=NN2C)C2=CC=C(C=N2)OC2CC(CCC2)C(=O)O